L-carnitine calcium 2-hydroxycitric acid salt OC(C(=O)[O-])C(O)(C(=O)[O-])CC(=O)[O-].[Ca+2].O[C@@H](C[N+](C)(C)C)CC([O-])=O.OC(C(=O)[O-])C(O)(C(=O)[O-])CC(=O)[O-].[Ca+2].[Ca+2]